CN1CC(C(CC1)CC=1SC2=C(N1)C=C(C=C2)[C@@H]2N(C[C@H](CC2)C)C(C(=O)NC=2C=NC(=C(C(=O)N)C2)OC)=O)C 5-(2-((2R,5S)-2-(2-((1,3-dimethylpiperidin-4-yl)methyl)benzo[d]thiazol-5-yl)-5-methylpiperidin-1-yl)-2-oxoacetamido)-2-methoxynicotinamide